2-[4-(tert-butoxycarbonylamino)phenyl]ethyl 4-methylbenzenesulfonate CC1=CC=C(C=C1)S(=O)(=O)OCCC1=CC=C(C=C1)NC(=O)OC(C)(C)C